ethyl-2,4,6-trimethylbenzoyl-phenylphosphine oxide C(C)P(C1=CC=CC=C1)(C(C1=C(C=C(C=C1C)C)C)=O)=O